C(C)(C)(C)C1(CC(=NC=C1)C1=NC=CC=C1)C(C)(C)C 4,4-di-tert-butyl-2,2-bipyridyl